2-(bromomethyl)-4-morpholinecarboxylate BrCC1CN(CCO1)C(=O)[O-]